7-(4-methoxypiperidin-1-yl)-5-(1-methyl-1H-pyrazol-5-yl)-3-(1-(tetrahydro-2H-Pyran-2-yl)-1H-pyrazol-5-yl)-1-(2,2,2-trifluoroethyl)-1H-pyrazolo[4,3-b]pyridine COC1CCN(CC1)C1=C2C(=NC(=C1)C1=CC=NN1C)C(=NN2CC(F)(F)F)C2=CC=NN2C2OCCCC2